5-(prop-1-yn-1-yl)pyrimidine-2,4-diamine C(#CC)C=1C(=NC(=NC1)N)N